COC1=CC=C2C=3C=CN=C(C3N(C2=C1)CCCC=O)C 4-(7-Methoxy-1-methyl-β-carbolin-9-yl)butanal